C(CCCCCCCCCCCCCCCCC)OCCCCCCCCCCCCCCCCCC STEARYLETHER